C(\C=C\C1=CC(O)=C(O)C=C1)(=O)NCCC1=CC=C(C=C1)O N-trans-caffeoyl-Tyramine